[C@H]12C(=C[C@H](CC1)C2)C(=O)OC methyl (1S,4R)-2-norbornene-2-carboxylate